N-(6-chloropyridin-3-yl)-6-(pyrimidin-2-ylmethoxy)isoquinolin-1-amine ClC1=CC=C(C=N1)NC1=NC=CC2=CC(=CC=C12)OCC1=NC=CC=N1